3,3-dichloro-2-oxoindoline-5-sulfonyl chloride ClC1(C(NC2=CC=C(C=C12)S(=O)(=O)Cl)=O)Cl